8-((2-cyclopropyl-5-ethoxy-4'-fluoro-[1,1'-biphenyl]-4-yl)methyl)-3-(4-iodophenyl)-1-oxa-3,8-diazaspiro[4.5]decan-2-one C1(CC1)C1=C(C=C(C(=C1)CN1CCC2(CN(C(O2)=O)C2=CC=C(C=C2)I)CC1)OCC)C1=CC=C(C=C1)F